3-[(2-chloro-6-fluorobenzyl)sulfanyl]-5-(methoxymethyl)[1,2,4]triazolo[4,3-a]pyrimidin-7(8H)-one ClC1=C(CSC2=NN=C3N2C(=CC(N3)=O)COC)C(=CC=C1)F